4-[[5-[9-[tert-butyl(dimethyl)silyl]oxynonyl]-2-pyridyl]methylamino]-2-(2,6-dioxo-3-piperidyl)isoindoline-1,3-dione [Si](C)(C)(C(C)(C)C)OCCCCCCCCCC=1C=CC(=NC1)CNC1=C2C(N(C(C2=CC=C1)=O)C1C(NC(CC1)=O)=O)=O